C1=C(C=CC2=CC=CC=C12)C1=C2C=CC=CC2=C(C2=CC=CC=C12)B(O)O 10-(naphthalene-2-yl)-9-anthraceneboronic acid